NC1=C(C=C(N(CCO)CC)C=C1)C 4-amino-3-methyl-N-ethyl-N-β-hydroxyethylaniline